C(C)N(C(=O)C1=CC=C2C(=N1)COC2)CC N,N-diethyl-5H,7H-furo[3,4-b]pyridine-2-carboxamide